tert-butyl (2,4-dimethyl-5-oxo-5-phenylpentyl)carbamate CC(CNC(OC(C)(C)C)=O)CC(C(C1=CC=CC=C1)=O)C